7-((((3aS,4R,6aR)-4-(4-Chloro-7H-pyrrolo[2,3-d]pyrimidin-7-yl)-2,2-dimethyl-3a,6a-dihydro-4H-cyclopenta[d][1,3]dioxol-6-yl)methyl)thio)-N-(4-methoxybenzyl)quinolin-2-amine ClC=1C2=C(N=CN1)N(C=C2)[C@@H]2C=C([C@H]1OC(O[C@H]12)(C)C)CSC1=CC=C2C=CC(=NC2=C1)NCC1=CC=C(C=C1)OC